CN1C=[N+](C=C1)CCCC N-methyl-N'-butylimidazolium